7-(difluoromethoxy)-10-fluoro-2-methyl-5-(4,4,5,5-tetramethyl-1,3,2-dioxaborolan-2-yl)-3,6-dihydro-3,6-methanobenzo[c]azocin-1(2H)-one FC(OC1=CC=C(C=2C(N(C3C=C(C(C21)C3)B3OC(C(O3)(C)C)(C)C)C)=O)F)F